4-[3-chloro-4-(cyclopropylaminocarbonyl)aminophenoxy]-7-methoxy-6-quinolinecarboxamide mesylate S(C)(=O)(=O)O.ClC=1C=C(OC2=CC=NC3=CC(=C(C=C23)C(=O)N)OC)C=CC1NC(=O)NC1CC1